FC1=C(C=CC2=C1SC1=C2C=CC(=C1F)C(F)(F)F)C1CCC(CC1)CCC 4,6-difluoro-3-(4-propyl-cyclohexyl)-7-trifluoromethyl-dibenzothiophene